N-(4-([1,2,4]triazolo[1,5-a]pyridin-7-yloxy)-3-methylphenyl)-6-(methylsulfinyl)pyrimido[5,4-d]pyrimidin-4-amine N=1C=NN2C1C=C(C=C2)OC2=C(C=C(C=C2)NC=2C1=C(N=CN2)C=NC(=N1)S(=O)C)C